C1(=CC=CC=C1)N(C(O)=O)C1=NC(=NS1)OC.OC1=C(C(N(CC1)CC=1C=NC(=CC1)OC1=CC=CC=C1)=O)C(=O)NCC(=O)O N-({4-hydroxy-2-oxo-1-[(6-phenoxy-3-pyridinyl)methyl]-1,2,5,6-tetrahydro-3-pyridinyl}carbonyl)glycine phenyl-3-methoxy-1,2,4-thiadiazol-5-ylcarbamate